C1(=CC=CC=C1)P(=O)(C=1C=CC2=CC=C3C=CC(=NC3=C2N1)C1=CC=C(C2=C1OC=1C2=NC=CC1)OC)C1=CC=CC=C1 6-(9-diphenylphosphinyl-1,10-phenanthroline-2-yl)-9-methoxybenzofurano[3,2-b]pyridine